N-(3-((2,6-dioxopiperidin-3-yl)amino)phenyl)-8-morpholinooctylamide O=C1NC(CCC1NC=1C=C(C=CC1)[N-]CCCCCCCCN1CCOCC1)=O